8-bromo-2-chloro-N-[(trans)-4-methoxycyclohexyl]quinazoline-4-carboxamide BrC=1C=CC=C2C(=NC(=NC12)Cl)C(=O)N[C@@H]1CC[C@H](CC1)OC